CC(CCCNC=1C=C2C(N(C(C2=CC1)=O)C1C(NC(CC1)=O)=O)=O)(C(N1CCC(CC1)N1N=CC(=C1)C1=NC2=CC=CC=C2N=C1)=O)C 5-((4,4-dimethyl-5-oxo-5-(4-(4-(quinoxalin-2-yl)-1H-pyrazol-1-yl)piperidin-1-yl)pentyl)amino)-2-(2,6-dioxopiperidin-3-yl)isoindoline-1,3-dione